CN1C(N(C2=C1C(=CC=C2)C2CCN(CC2)CC2CCNCC2)[C@@H]2C(NC(CC2)=O)=O)=O (3S)-3-{3-methyl-2-oxo-4-[1-(piperidin-4-ylmethyl)piperidin-4-yl]-1,3-benzodiazol-1-yl}piperidine-2,6-dione